FC1=CC=C(C(=N1)C)OC1=C(C(=O)NC2=CC(=CC=C2)[S@@](=O)(=NC(=O)[C@H]2COCC2)C)C(=C(C=N1)C(F)(F)F)C 2-((6-fluoro-2-methylpyridin-3-yl)oxy)-4-methyl-N-(3-((R)-S-methyl-N-((R)-tetrahydrofuran-3-carbonyl)sulfonimidoyl)phenyl)-5-(trifluoromethyl)nicotinamide